tert-butyl (3S)-4-(6-chloro-7-(6-fluorobenzofuran-7-yl)-1-(P)-(2-isopropyl-4-methylpyridin-3-yl)-2-oxo-1,2-dihydropyrido[2,3-d]pyrimidin-4-yl)-3-methylpiperazine-1-carboxylate ClC1=CC2=C(N(C(N=C2N2[C@H](CN(CC2)C(=O)OC(C)(C)C)C)=O)C=2C(=NC=CC2C)C(C)C)N=C1C1=C(C=CC=2C=COC21)F